C(C)(=O)N1C(=CC2=CC=C(C=C12)C1=CC(=CC2=CC=CC=C12)O)C1CN(C1)C(C=C)=O 1-(3-(1-acetyl-6-(3-hydroxynaphthalen-1-yl)-1H-indol-2-yl)azetidin-1-yl)prop-2-en-1-one